C(C)C1=C2C(=CC=C(C2=CC=C1)F)B1OC(C(O1)(C)C)(C)C 5-ethyl-1-fluoro-4-(4,4,5,5-tetramethyl-1,3,2-dioxBorolan-2-yl)naphthalene